tert-butyl(hept-6-yn-1-yloxy)diphenylsilane C(C)(C)(C)[Si](C1=CC=CC=C1)(C1=CC=CC=C1)OCCCCCC#C